ClC1=NSC=2C1=NC(=CC2C2(CC2)CF)N2[C@@H](COCC2)C (R)-4-(3-chloro-7-(1-(fluoromethyl)cyclopropyl)isothiazolo[4,5-b]pyridin-5-yl)-3-methylmorpholine